1,4-dimethyloctanediamine CC(CCC(CCCC)C)(N)N